C(C)[Al](Cl)Cl ethyl-aluminium dichloride